O=C1NC2=CC=CC=3C=C(N(CC1)C32)C(=O)OCC ethyl 10-oxo-1,9-diazatricyclo[6.4.1.04,13]trideca-2,4(13),5,7-tetraene-2-carboxylate